NC1=C(SC2=NC(=CN=C21)C)C(=O)NC2CC=1C=CC(=NC1CC2)N2CC(C(C2)COCC)N 7-amino-N-{2-[3-amino-4-(ethoxymethyl)pyrrolidin-1-yl]-5,6,7,8-tetrahydroquinolin-6-yl}-3-methylthieno[2,3-b]pyrazine-6-carboxamide